3-(2-formyl-1H-pyrrol-1-yl)propanoic acid C(=O)C=1N(C=CC1)CCC(=O)O